ClC=1C=C(C=CC1)CCN1C[C@]([C@H](C1)COC1=CC=C(C=C1)S(=O)(=O)C)(O)C (3S,4R)-1-[2-(3-chlorophenyl)ethyl]-4-[(4-methanesulfonylphenoxy)methyl]-3-methylpyrrolidin-3-ol